N1=CC=CC2=CC=CC(=C12)NC(=O)C1=CNC2=CC=CC=C12 N-(quinolin-8-yl)-3-indolecarboxamide